FC1=CC=C(OCC(C(=O)NC2CCN(CC2)C)(C)C)C=C1 3-(4-fluorophenoxy)-2,2-dimethyl-N-(1-methylpiperidin-4-yl)propanamide